The molecule is a hydroxychrysene that is chrysene in which the hydrogen at position 2 has been replaced by a hydroxy group. It is a metabolite of the polycyclic aromatic hydrocarbon chrysene. It has a role as a xenobiotic metabolite and a xenoestrogen. C1=CC=C2C(=C1)C=CC3=C2C=CC4=C3C=CC(=C4)O